tert-Butyl 3,3-difluoro-5-(3-oxobutanoyl)piperidine-1-carboxylate FC1(CN(CC(C1)C(CC(C)=O)=O)C(=O)OC(C)(C)C)F